N1(CCOCC1)C(=O)OC1CCC2(C3CCC4(C(CCC4(C3CCC2=C1)O)C=1C=CC(OC1)=O)C)C 14-hydroxy-10,13-dimethyl-17-(2-oxo-2H-pyran-5-yl)-2,3,6,7,8,9,10,11,12,13,14,15,16,17-tetradecahydro-1H-cyclopenta[a]phenanthren-3-yl morpholine-4-carboxylate